1-((4-chloro-6-(oxazol-2-yl)quinolin-7-yl)oxy)propan-2-ol ClC1=CC=NC2=CC(=C(C=C12)C=1OC=CN1)OCC(C)O